ClC=1C=C(CC=2NC=C(N2)C2=CC=CC=C2)C=C(C1)Cl 2-(3,5-Dichlorobenzyl)-4-phenylimidazole